C4-iodo-1-[[1-(3-methoxypropyl)cyclohexyl]methyl]pyrazole IC=1C=NN(C1)CC1(CCCCC1)CCCOC